2-bromo-5-(1-ethoxyvinyl)-1,3,4-thiadiazole BrC=1SC(=NN1)C(=C)OCC